FC1(CC=CCC1)F 4,4-difluorocyclohexen